2-((2-((2-methoxy-4-((4-(4-methylpiperazin-1-yl)adamantan-1-yl)oxy)phenyl)amino)-5-(trifluoromethyl)pyrimidin-4-yl)amino)-N,3-dimethylbenzamide COC1=C(C=CC(=C1)OC12CC3C(C(CC(C1)C3)C2)N2CCN(CC2)C)NC2=NC=C(C(=N2)NC2=C(C(=O)NC)C=CC=C2C)C(F)(F)F